phenalen-1-on chlorid 2,4-dinitrophenyl-piperidine-1-carboxylate [N+](=O)([O-])C1=C(C=CC(=C1)[N+](=O)[O-])OC(=O)N1CCCCC1.[Cl-].C1(C=CC2=CC=CC3=CC=CC1=C23)=O